N-[2-chloro-4-(trifluoromethyl)phenyl]-2-[5-ethyl-2-(2-methoxy-4-pyridyl)-7-oxo-6-piperazin-1-yloxazolo[4,5-b]pyridin-4-yl]acetamide ClC1=C(C=CC(=C1)C(F)(F)F)NC(CN1C2=C(C(C(=C1CC)N1CCNCC1)=O)OC(=N2)C2=CC(=NC=C2)OC)=O